cyclohexyltri(n-butoxy)silane C1(CCCCC1)[Si](OCCCC)(OCCCC)OCCCC